C([C@@H](CO)O)C(=O)C(=O)[O-] 2-Keto-3-Deoxy-D-Xylonate